chloro-5-fluoro-7H-pyrrolo[2,3-d]pyrimidine ClC=1N=CC2=C(N1)NC=C2F